NCC[C@@H](C(=O)OC)NC(C1=C(C=C(C=C1)NC=1C=2N(C=CN1)C(=CN2)C2=C(C(=C(C=C2)OC)F)F)CC)=O methyl (2S)-4-amino-2-[[4-[[3-(2,3-difluoro-4-methoxyphenyl)imidazo[1,2-a]pyrazin-8-yl]amino]-2-ethylbenzoyl]amino]butanoate